2-(pyrimidin-4-ylmethoxy)-4,6-bis(tosyloxy)benzoic acid N1=CN=C(C=C1)COC1=C(C(=O)O)C(=CC(=C1)OS(=O)(=O)C1=CC=C(C)C=C1)OS(=O)(=O)C1=CC=C(C)C=C1